Methylolstearamide tert-butyl-4-(6-((4-acetyl-2-chlorobenzyl)oxy)pyridin-2-yl)piperidine-1-carboxylate C(C)(C)(C)OC(=O)N1CCC(CC1)C1=NC(=CC=C1)OCC1=C(C=C(C=C1)C(C)=O)Cl.C(O)C(C(=O)N)CCCCCCCCCCCCCCCC